2-(((2R,3S,4R,5R)-5-(4-amino-6-chloro-1H-pyrazolo[3,4-d]pyrimidin-1-yl)-3-ethynyl-3,4-dihydroxytetrahydrofuran-2-yl)methoxy)-3-phenyl-2-(thiazol-4-yl)propionic acid NC1=C2C(=NC(=N1)Cl)N(N=C2)[C@H]2[C@@H]([C@@]([C@H](O2)COC(C(=O)O)(CC2=CC=CC=C2)C=2N=CSC2)(O)C#C)O